ethylphosphonic acid 3-butenyl 1,1-dimethyl-2-propynyl ester CC(C#C)(C)OP(OCCC=C)(=O)CC